CC(C(=O)[O-])=C 2-methylprop-2-enoate